C(#N)C[C@@H]1N(CCN(C1)C=1C2=C(N=C(N1)NC[C@H]1N(CCC1)C)CN(CC2)C2=CC=CC1=CC=CC=C21)C(=O)OCC2=CC=CC=C2 benzyl (S)-2-(cyanomethyl)-4-(2-((((S)-1-methylpyrrolidin-2-yl)methyl)amino)-7-(naphthalen-1-yl)-5,6,7,8-tetrahydropyrido[3,4-d]pyrimidin-4-yl)piperazine-1-carboxylate